20-hydroxymethyl-pregna-1,4-diene OCC(C)[C@H]1CC[C@H]2[C@@H]3CCC4=CCC=C[C@]4(C)[C@H]3CC[C@]12C